COC=1C=C(C=CC1)CC(=O)Cl 2-(3-methoxyphenyl)acetyl chloride